O1CCN(CC1)CC#CCO\N=C\1/CCCC2=C1C(=C(O2)CN2CCOCC2)C (E)-3-Methyl-2-(morpholinomethyl)-6,7-dihydrobenzofuran-4(5H)-one-O-(4-morpholinobut-2-yn-1-yl)oxime